ClC=1C=C2C=CN(C2=CC1)C=1C=NC=C(C1)B1OC(C(O1)(C)C)(C)C 5-chloro-1-[5-(4,4,5,5-tetramethyl-1,3,2-dioxaborolan-2-yl)pyridin-3-yl]indole